C(CCCCCCC)[Zn]CCCCCCCC.P(=S)([S-])([O-])[O-].[Zn+2].P(=S)([S-])([O-])[O-].[Zn+2].[Zn+2] zinc dithiophosphate dioctyl-zinc salt